OC1=C(C(=O)O)C=CC(=C1)O (l)-2,4-dihydroxybenzoic acid